2-((4-(2-methyl-5-(pyridin-4-yl)oxazol-4-yl)phenoxy)methyl)quinoline CC=1OC(=C(N1)C1=CC=C(OCC2=NC3=CC=CC=C3C=C2)C=C1)C1=CC=NC=C1